COCCN(C=1C=C2C(=CN1)O[C@]1(CN([C@H](C1)C)CC1=CN=C(S1)NC(C)=O)C2)C N-(5-(((2R,5'S)-5-((2-Methoxyethyl)(methyl)amino)-5'-methyl-3H-spiro[furo[2,3-c]pyridine-2,3'-pyrrolidin]-1'-yl)methyl)thiazol-2-yl)acetamide